NC1=CC=C(C(=C1C(=O)N(C)C)F)C=1C(=C2C(=NC1)NC[C@@]21C[C@@H](CC1)N1N=CC(=C1)Cl)Cl 6-Amino-3-((1S,3R)-4'-chloro-3-(4-chloro-1H-pyrazol-1-yl)-1',2'-dihydrospiro[cyclopentane-1,3'-pyrrolo[2,3-b]pyridin]-5'-yl)-2-fluoro-N,N-dimethylbenzamide